C(CCC)OC1=CC=C(C=C1)S(=O)(=O)C=1C=NC2=CC=C(C=C2C1N1CCSCC1)C(=O)OCC ethyl 3-((4-butoxyphenyl)sulfonyl)-4-thiomorpholinoquinoline-6-carboxylate